O[C@H]1C[C@@H](CCC1)N1CC2(C3=C1N=CN=C3)CC2 7'-((1R,3R)-3-hydroxycyclohexyl)spiro[cyclopropane-1,5'-pyrrolo[2,3-d]pyrimidin]